7-((5-((2S,4R)-4-hydroxy-2-methylpiperidin-1-yl)pyridin-2-yl)amino)-4-(imidazo[1,2-a]pyrazin-3-yl)isoindolin-1-one O[C@H]1C[C@@H](N(CC1)C=1C=CC(=NC1)NC=1C=CC(=C2CNC(C12)=O)C1=CN=C2N1C=CN=C2)C